((2S,4S)-1-(but-2-ynoyl)-4-(7-(2-chloro-3-methylphenyl)-6-fluoro-8-methyl-4-(((S)-1-methylpyrrolidin-2-yl)methoxy)-1H-[1,2,3]triazolo[4,5-c]quinolin-1-yl)piperidin-2-yl)acetonitrile C(C#CC)(=O)N1[C@@H](C[C@H](CC1)N1N=NC=2C(=NC=3C(=C(C(=CC3C21)C)C2=C(C(=CC=C2)C)Cl)F)OC[C@H]2N(CCC2)C)CC#N